CC=1C(=NN2C1C(NC(=C2)C2=C(C(=C(C=C2)C)C)F)=O)C(=O)OCC Ethyl 3-methyl-6-[2-fluoro-3,4-dimethylphenyl]-4-oxo-4,5-dihydropyrazolo[1,5-a]pyrazine-2-carboxylate